(2R,3S)-pentan-2,3-diol C[C@H]([C@H](CC)O)O